C1(CC1)C(=O)NC1=CC(=C(N=N1)C(=O)NC([2H])([2H])[2H])NC1=C(C(=CC=C1)C1=NN(C=N1)C)OC 6-(cyclopropanecarboxamido)-4-[2-methoxy-3-(1-methyl-1H-1,2,4-triazol-3-yl)anilino]-N-(2H3)methylpyridazine-3-carboxamide